C(C)SC(C[C@@H]1OC(OC1=O)(C)C)=O (S)-2-(2,2-dimethyl-5-oxo-1,3-dioxolan-4-yl)thioacetic acid S-ethyl ester